2-(4-Cyclopropyl-6-methoxypyrimidin-5-yl)-8-(4-(5-methyl-3-(trifluoromethyl)-1H-pyrazol-1-yl)benzyl)-6H-pyrimido[5,4-b][1,4]oxazin-7(8H)-one C1(CC1)C1=NC=NC(=C1C=1N=CC=2OCC(N(C2N1)CC1=CC=C(C=C1)N1N=C(C=C1C)C(F)(F)F)=O)OC